8-(benzyloxymethyl)-1,4-dioxaspiro[4.5]decane C(C1=CC=CC=C1)OCC1CCC2(OCCO2)CC1